α-methyl-1-vinylnaphthalene CC1(CC=CC2=CC=CC=C12)C=C